C(#N)C1=C(C=CC(=C1)F)[C@@H]([C@@H](C)C=1N(C(C(=C(N1)C(=O)NC=1C=NOC1)O)=O)C)C1=CC=CC=C1 2-((1s,2r)-1-(2-cyano-4-fluorophenyl)-1-phenylpropan-2-yl)-5-hydroxy-N-(isoxazol-4-yl)-1-methyl-6-oxo-1,6-dihydropyrimidine-4-carboxamide